C1(CCCC1)CC(=O)NC1=C(C=C(C=C1C)CNC1=CC=C(C=C1)C(F)(F)F)C 2-Cyclopentyl-N-{2,6-dimethyl-4-[(4-trifluoromethyl-phenylamino)-methyl]-phenyl}-acetamide